4-amino-5-[(3,3-difluoroazetidin-1-yl)methyl]pyrrolo[2,1-f][1,2,4]triazin-7-yl-N-[(3R,4S)-1-(2,2-dimethylpropanoyl)-4-fluoropyrrolidin-3-yl]benzamide NC1=NC=NN2C1=C(C=C2C2=C(C(=O)N[C@@H]1CN(C[C@@H]1F)C(C(C)(C)C)=O)C=CC=C2)CN2CC(C2)(F)F